FC1=CC=C2C(=NNC(C2=C1)=O)CC1=CC(=NC=C1)N1C(C(C2=CC=CC=C12)(C)O)=O (+)-7-fluoro-4-((2-(3-hydroxy-3-methyl-2-oxoindolin-1-yl)pyridin-4-yl)methyl)phthalazin-1(2H)-one